((2R,3S,4R,5R)-3,4-dihydroxy-5-(3-(((2-isopropyl-5-methylcyclohexyl)oxy)carbonyl)pyridin-1-ium-1-yl)tetrahydrofuran-2-yl)methyl hydrogen phosphate P(=O)(OC[C@H]1O[C@H]([C@@H]([C@@H]1O)O)[N+]1=CC(=CC=C1)C(=O)OC1C(CCC(C1)C)C(C)C)(O)[O-]